BrC1=CC2=C(N=CC3=C2N(C(N(C3)C3=C(C(=CC(=C3F)OC)OC)F)=O)CC)N1S(=O)(=O)C1=CC=CC=C1 8-bromo-3-(2,6-difluoro-3,5-dimethoxyphenyl)-1-ethyl-7-(phenylsulfonyl)-1,3,4,7-tetrahydro-2H-pyrrolo[3',2':5,6]pyrido[4,3-d]pyrimidin-2-one